2-naphthylmethyl(1-ethoxycarbonyl)ethylsulfonium C1=C(C=CC2=CC=CC=C12)C[SH+]CCC(=O)OCC